(4aR,8aS)-6-[4-[[2-fluoro-4-(trifluoromethyl)phenoxy]methyl]piperidine-1-carbonyl]-4,4a,5,7,8,8a-hexahydropyrido[4,3-b][1,4]oxazin-3-one FC1=C(OCC2CCN(CC2)C(=O)N2C[C@@H]3[C@@H](OCC(N3)=O)CC2)C=CC(=C1)C(F)(F)F